FC(F)(F)OC(=O)C1=CC=C(C=C1)C.ClC=1C(=CC(=C(C1)S(=O)(=O)NC=1N=CSC1)F)NCC1=C(C=CC(=C1)F)F 5-chloro-4-((2,5-difluorobenzyl)amino)-2-fluoro-N-(thiazol-4-yl)benzenesulfonamide trifluoromethyl-p-toluate